CC1=CC=C(C=C1)S(=O)(=O)O.FC1=CC(=C(C=C1[N+](=O)[O-])NC1=NC=CC(=N1)N1C(N(C2=C1C=CC=C2)C)=O)OC 1-(2-(4-Fluoro-2-methoxy-5-nitrophenylamino)pyrimidin-4-yl)-3-methyl-1H-benzo[d]imidazol-2(3H)-one p-toluenesulfonate